5-[4-(4-Aminopiperidin-1-yl)-3-(3-fluoro-5-methylphenyl)chinolin-6-yl]-2,3-dihydro-1H-1,3-benzodiazol-2-one NC1CCN(CC1)C1=C(C=NC2=CC=C(C=C12)C1=CC2=C(NC(N2)=O)C=C1)C1=CC(=CC(=C1)C)F